C1(CC1)C=1NC(C2=C(N1)CN(CC2)C(=O)OC(C)(C)C)=O tert-Butyl 2-cyclopropyl-4-oxo-3,4,5,6-tetrahydropyrido[3,4-d]pyrimidine-7(8H)-carboxylate